carbanilate C(NC1=CC=CC=C1)([O-])=O